4-phenyl-3-butyne-2-one O-methyl oxime CON=C(C)C#CC1=CC=CC=C1